FC1=CC=C(C=C1)C1=CNC=2N=CN=C(C21)N2CCOCC2 4-(5-(4-Fluorophenyl)-7H-pyrrolo[2,3-d]pyrimidin-4-yl)morpholine